BrCC1=NC2=CC(=NC(=C2C=C1)Cl)Cl (d)-2-(bromomethyl)-5,7-dichloro-1,6-naphthyridine